trans-1,1,1,4,4,4-Hexafluoro-2-buten FC(\C=C\C(F)(F)F)(F)F